O=C1NC(CCC1NC1=CC(=C(C(=C1)F)N1CCN(CC1)CC1CCN(CC1)C(CC(C(=O)O)(C)C)=O)F)=O 4-[4-[[4-[4-[(2,6-dioxo-3-piperidyl)amino]-2,6-difluoro-phenyl]piperazin-1-yl]methyl]-1-piperidyl]-2,2-dimethyl-4-oxo-butanoic acid